N1=C(C=CC=C1)N1N=C2CCC(CC2=C1)N1CCN(CC1)CC=1C=C2C=CC=NC2=CC1 2-(pyridin-2-yl)-5-(4-(quinolin-6-ylmethyl)piperazin-1-yl)-4,5,6,7-tetrahydro-2H-indazol